BrC=1C(=C(C(=CC1)NCC(F)(F)F)N)C 4-Bromo-3-methyl-N1-(2,2,2-trifluoroethyl)benzene-1,2-diamine